C(CCCCCCC)(=O)O.CC(C(=O)NC(CCCCCC=O)CCCCCCCCC)CCN(C)C methyl-[4-(dimethylamino)-N-(1-oxohexadecan-7-yl)butyramide] octanoate